[1,2,4]triazolo[1,5-c]quinazoline-7-carbonitrile N=1C=NN2C=NC3=C(C=CC=C3C21)C#N